2-((2-(4-fluorophenoxy)-4-pentylquinolin-6-yl)carbamoyl)-4-methoxypyridin-3-yl acetate C(C)(=O)OC=1C(=NC=CC1OC)C(NC=1C=C2C(=CC(=NC2=CC1)OC1=CC=C(C=C1)F)CCCCC)=O